tetrabutylphosphonium C(CCC)[P+](CCCC)(CCCC)CCCC